C(=O)O.FC1=CC=C(C=C1)N1C(C(=CC=C1)C(=O)NC1=NC=C(C=C1)OC1=CC=NC2=CN=C(C=C12)NC(=O)C1CN(CC1)C)=O 1-(4-Fluorophenyl)-N-[5-[[6-[(1-methylpyrrolidine-3-carbonyl)amino]-1,7-naphthyridin-4-yl]oxy]-2-pyridyl]-2-oxo-pyridine-3-carboxamide formate salt